C(C)C1(OC2=CC=C(C=C2C(C1)=O)C1=NC(=NO1)C=1C=NC=C(C1)O)CC 2,2-diethyl-6-[3-(5-hydroxy-3-pyridyl)-1,2,4-oxadiazol-5-yl]chroman-4-one